tert-butyl (2-(2-bromo-5-chloro-N-(2-chlorophenyl) benzamido)ethyl)carbamate BrC1=C(C(=O)N(C2=C(C=CC=C2)Cl)CCNC(OC(C)(C)C)=O)C=C(C=C1)Cl